N-(5-(2,3-dihydro-[1,4]dioxino[2,3-c]pyridin-7-yl)-4-((4-(2-methoxyethoxy)-6-(methylsulfonyl)pyridin-2-yl)amino)pyridin-2-yl)acetamide O1CCOC=2C=NC(=CC21)C=2C(=CC(=NC2)NC(C)=O)NC2=NC(=CC(=C2)OCCOC)S(=O)(=O)C